tert-butyl ((4-cyclohexyl-4,5,6,7-tetrahydropyrazolo[1,5-a]pyrimidin-6-yl)methyl)carbamate C1(CCCCC1)N1C=2N(CC(C1)CNC(OC(C)(C)C)=O)N=CC2